C(C)C1C(N(OC1)CC1=CC=C(C=C1)C1=NOC(=N1)C(F)(F)F)=O ethyl-N-[[4-[5-(trifluoromethyl)-1,2,4-oxadiazol-3-yl]phenyl]methyl]isoxazolidin-3-one